3-chloro-7-((4-fluorophenyl)amino)-4-methyl-2H-benzopyran-2-one ClC=1C(OC2=C(C1C)C=CC(=C2)NC2=CC=C(C=C2)F)=O